NC=1C=2N(C3=CC(=CC=C3N1)C(=O)N([C@@H]1COC(C3=CC(=CC=C13)C=1C=NC(=NC1)C)C)C)C=NC2 4-amino-N-methyl-N-((4S)-1-methyl-7-(2-methylpyrimidin-5-yl)-isochroman-4-yl)imidazo[1,5-a]quinoxaline-8-carboxamide